C(#N)N1C(CCCC1(C)C)(C)C Cyano-2,2,6,6-tetramethylpiperidine